N[C@@H](CC(C)C)C(=O)N[C@@H](CC(C)C)C(=O)OC L-leucyl-L-leucine, methyl ester